(S)-(3,3-difluorocyclobutyl)(5-(2-methyl-2H-pyrazolo[3,4-b]pyridin-5-yl)[1,3]thiazolo[4,5-b]pyridin-2-yl)methanol FC1(CC(C1)[C@H](O)C=1SC=2C(=NC(=CC2)C2=CC=3C(N=C2)=NN(C3)C)N1)F